8-amino-1-bromoimidazo[1,5-a]pyrazine-3-carboxylic acid NC=1C=2N(C=CN1)C(=NC2Br)C(=O)O